NCC1CCC(CC1)CN1C(NC2=C1C=CC=C2)=O 1-(((1R,4r)-4-(aminomethyl)cyclohexyl)methyl)-1H-benzo[d]imidazol-2(3H)-one